7-Benzyloxy-1-heptanol C(C1=CC=CC=C1)OCCCCCCCO